N,N'-bis(4-nitrophenyl)-N,N'-diethylethylenediamine [N+](=O)([O-])C1=CC=C(C=C1)N(CCN(CC)C1=CC=C(C=C1)[N+](=O)[O-])CC